N,N-diethyl-imidazolinium C(C)[N+]1(C=NCC1)CC